ClC(C#N)=CC=CN(C)C 2-chloro-5-(dimethylamino)pentan-2,4-dienenitrile